FC(C=1C=C(C(=O)NC(C)C=2C(=NC=CN2)C2=CC=C(C=N2)C(=O)N(C)CC#N)C=C(C1)C(F)(F)F)(F)F 6-(3-{1-[3,5-bis(trifluoromethyl)benzamido]ethyl}pyrazin-2-yl)-N-(cyanomethyl)-N-methylpyridine-3-carboxamide